5-(3-benzyl-1-((1-propyl-1H-pyrazol-4-yl)sulfonyl)pyrrolidin-3-yl)-1-(4-fluorophenyl)-6-isopropyl-1H-indazole C(C1=CC=CC=C1)C1(CN(CC1)S(=O)(=O)C=1C=NN(C1)CCC)C=1C=C2C=NN(C2=CC1C(C)C)C1=CC=C(C=C1)F